[Na+].C(CCC(=O)[O-])(=O)OS(=O)(=O)O sulfo succinate sodium salt